[Cl-].ClC1=[N+](C2=C(N1C)C=CC=C2)C 2-Chloro-1,3-dimethyl-1H-benzimidazol-3-ium chloride